(S)-4-hydroxy-4-((1-methoxy-1,5-dioxopentan-2-yl)carbamoyl)piperidine-1-carboxylic acid tert-butyl ester C(C)(C)(C)OC(=O)N1CCC(CC1)(C(N[C@H](C(=O)OC)CCC=O)=O)O